FC=1C=C(C(=NC1NC1=CC2=C(N(C(N2CCC(C)(C)O)=O)C)C=C1)N1C[C@H]([C@H]([C@H](C1)C)F)O)C#N 5-fluoro-2-[(3R,4S,5S)-4-fluoro-3-hydroxy-5-methyl-1-piperidinyl]-6-[[3-(3-hydroxy-3-methyl-butyl)-1-methyl-2-oxo-benzimidazol-5-yl]amino]pyridine-3-carbonitrile